[Mn+3].C1(=CC=CC=C1)C1=C2C=CC(C(=C3C=CC(=C(C=4C=CC(=C(C5=CC=C1N5)C5=CC=CC=C5)N4)C4=CC=CC=C4)N3)C3=CC=CC=C3)=N2 tetraphenylporphyrin manganese(III)